7-(((S)-oxetan-2-yl)methyl)-3-(5-(trifluoromethyl)-4H-1,2,4-triazol-3-yl)-7H-imidazo[4,5-c]pyridazine O1[C@@H](CC1)CN1C=NC2=C1N=NC(=C2)C2=NN=C(N2)C(F)(F)F